C1(CCCCC1)C=1C=C(C(=CC1O)O)C(C1=CC(=CC=C1)O)C1=CC(=C(C=C1O)O)C1CCCCC1 bis(3-cyclohexyl-6-hydroxy-4-hydroxyphenyl)-3-hydroxyphenyl-methane